O=C1NC(CCC1N1C(C=2C=C3C(=CC2C1)OC1(CC3)CCN(CC1)C1CN(C1)C(=O)OC(C)(C)C)=O)=O tert-butyl 3-(7'-(2,6-dioxopiperidin-3-yl)-6'-oxo-4',6',7',8'-tetrahydro-3'H-spiro[piperidine-4,2'-pyrano[2,3-f]isoindol]-1-yl)azetidine-1-carboxylate